F[C@@H]1CN(CC[C@@H]1O)C(=O)C1=NNC=2C(CCCC12)=O 3-((3R,4S)-3-fluoro-4-hydroxypiperidine-1-carbonyl)-5,6-dihydro-1H-indazol-7(4H)-one